N-(3-((5-(trifluoromethyl)isoxazol-3-yl)oxy)cyclopentyl)acrylamide FC(C1=CC(=NO1)OC1CC(CC1)NC(C=C)=O)(F)F